O=CC(C(F)S(=O)(=O)[O-])(F)F 2-oxomethyltrifluoroethylsulfonate